CSC1=NC=C(C(=N1)C1=CNC2=NC=CC=C21)C(F)(F)F 3-(2-(methylthio)-5-(trifluoromethyl)pyrimidin-4-yl)-1H-pyrrolo[2,3-b]pyridine